FC=1C(=CC(=NC1)C)C1=CC(=NN1)C(=O)N1C2(CC2)C[C@@H](CC1)C(=O)OC methyl (R)-4-[5-(5-fluoro-2-methylpyridin-4-yl)-1H-pyrazole-3-carbonyl]-4-azaspiro[2.5]octane-7-carboxylate